C(C)NC(=O)N1CCC(CC1)[C@H](C)N1CC(C1)C=1C=C(C=2N(C1)C(=NC2F)C)C2=C(C=C(C=C2)F)C(N(C(C)C)CC)=O N-ethyl-4-[(1S)-1-[3-(8-{2-[ethyl(isopropyl)carbamoyl]-4-fluorophenyl}-1-fluoro-3-methylimidazo[1,5-a]pyridin-6-yl)azetidin-1-yl]ethyl]piperidine-1-carboxamide